N-(5-(5-(6-oxa-2-azaspiro[3.4]octan-2-yl)pyrazin-2-yl)-4-((2-(1,1-difluoroethyl)pyrimidin-4-yl)amino)pyridin-2-yl)acetamide C1N(CC12COCC2)C=2N=CC(=NC2)C=2C(=CC(=NC2)NC(C)=O)NC2=NC(=NC=C2)C(C)(F)F